FC(C(=O)OC(C=C)CCN(C(C(F)(F)F)=O)CCC=C)(F)F 5-(N-(But-3-en-1-yl)-2,2,2-trifluoroacetamido)pent-1-en-3-yl 2,2,2-trifluoroacetate